C1(CC1)C(C(S(=O)(=O)C1=CC=CC=C1)C1=CC(=CC=C1)OC)O 1-Cyclopropyl-2-(3-methoxyphenyl)-2-(phenylsulfonyl)ethan-1-ol